OC1CCC(CC1)NCCCC(CCCC(CCCCC(CCCC(CCC)C)C)C)C 1-[(E)-4-hydroxycyclohexylamino](2E,4E,6E,8E,10E,12E,14E,16Z,18E)-4,8,13,17-tetramethyleicosane